(3S,4S)-1-[2-(3-chlorophenyl)ethyl]-3-{[4-(3-methylsulfonylpropanesulfonyl)phenoxy]methyl}-4-methylpyrrolidine ClC=1C=C(C=CC1)CCN1C[C@H]([C@@H](C1)C)COC1=CC=C(C=C1)S(=O)(=O)CCCS(=O)(=O)C